2-[2-(4-chlorophenyl)ethyl]-2-(1,1-dimethyl-ethyl)-oxirane ClC1=CC=C(C=C1)CCC1(OC1)C(C)(C)C